N1=C(C=CC=C1)C1=CC=C(CN2C3=C(C=C2)SC=C3C(=O)NC3CC2(CC(C2)C(=O)O)C3)C=C1 6-(4-(4-(pyridin-2-yl)benzyl)-4H-thieno[3,2-b]pyrrole-3-carboxamido)spiro[3.3]heptane-2-carboxylic acid